F[C@H]1CN(CC[C@H]1NC1=C2C=C(N(C2=CC=C1)CC(F)(F)F)C1=NOC(=N1)CNC(=O)C1=CN(C=C1)C1(COC1)C)C N-{[3-(4-{[(3S,4R)-3-fluoro-1-methylpiperidin-4-yl]amino}-1-(2,2,2-trifluoroethyl)-1H-indol-2-yl)-1,2,4-oxadiazol-5-yl]methyl}-1-(3-methyloxetan-3-yl)-1H-pyrrole-3-carboxamide